ONC(C(C)(C)C1=C(C=CC(=C1)NC1=NC(=NC2=CC=CC=C12)C)OC)=O N-hydroxy-2-(2-methoxy-5-((2-methylquinazolin-4-yl)amino)phenyl)-2-methylpropanamide